C(C)(C)(C)OC(=O)N1CC2CC2(CC1)C=1C=C(C(C(=O)OC)=CC1)C(=O)OC 1,2-dimethyl 4-[3-(tert-butoxycarbonyl)-3-azabicyclo[4.1.0]heptan-6-yl]phthalate